N4,N4,N4',N4'-tetra(biphenyl-4-yl)biphenyl-4,4'-diamine C1(=CC=C(C=C1)N(C1=CC=C(C=C1)C1=CC=C(C=C1)N(C1=CC=C(C=C1)C1=CC=CC=C1)C1=CC=C(C=C1)C1=CC=CC=C1)C1=CC=C(C=C1)C1=CC=CC=C1)C1=CC=CC=C1